C(C)(C)(C)OC(=O)N1[C@@H](C[C@H](CC1)OCC#C)C1=C(C=C(C(=O)O)C=C1)OCCO[Si](C)(C)C(C)(C)C 4-[(2S,4S)-1-(tert-butoxycarbonyl)-4-(prop-2-yn-1-yloxy)piperidin-2-yl]-3-{2-[(tert-butyldimethylsilyl)oxy]ethoxy}benzoic acid